NCC(F)(F)C1=CC=C(C=C1)C=1C2=C(N=C(N1)N1[C@H]([C@@H](C1)O)C)C(CC2)(F)F (2S,3R)-1-(4-(4-(2-amino-1,1-difluoroethyl)phenyl)-7,7-difluoro-6,7-dihydro-5H-cyclopenta[d]pyrimidin-2-yl)-2-methylazetidin-3-ol